N1C(=NC2=C1C=CC=C2)C[C@@H](C)N (R)-1-(1H-benzo[d]imidazol-2-yl)propan-2-amine